methyl 2-((diphenylmethylene)amino)-6-methoxy-5-morpholinonicotinate C1(=CC=CC=C1)C(C1=CC=CC=C1)=NC1=C(C(=O)OC)C=C(C(=N1)OC)N1CCOCC1